C(CCCC=1C(=O)NC(C1)=O)C=1C(=O)NC(C1)=O butylene-bismaleimide